5-[4-(azetidin-3-ylmethoxy)-phenyl]-7-phenyl-3,7-dihydro-pyrrolo[2,3-d]pyrimidine-4-one-carboxylate N1CC(C1)COC1=CC=C(C=C1)C1=CN(C=2N=C(NC(C21)=O)C(=O)[O-])C2=CC=CC=C2